1-Butyl-6-chloro-2,4-dioxo-3-((1s,4s)-4-((3,5,5-trimethyl-2,4-dioxoimidazolidin-1-yl)methyl)cyclohexyl)-1,2,3,4-tetrahydropyrimidine-5-carbaldehyde C(CCC)N1C(N(C(C(=C1Cl)C=O)=O)C1CCC(CC1)CN1C(N(C(C1(C)C)=O)C)=O)=O